C(C1=CC=CC=C1)[C@H]1[C@H]2CC[C@@H](CN1C1=CC(=CC(N1)=O)N1C[C@H](OCC1)C)C2 6-((1S,2S,5R)-2-benzyl-3-azabicyclo[3.2.1]octan-3-yl)-4-((R)-2-methylmorpholino)pyridin-2(1H)-one